CCCC/C=C\C/C=C\CCCCCCCC(=O)OC[C@H](COP(=O)([O-])OCC[N+](C)(C)C)OC(=O)CC/C=C\C/C=C\C/C=C\C/C=C\C/C=C\C/C=C\CC 1-(9Z,12Z-heptadecadienoyl)-2-(4Z,7Z,10Z,13Z,16Z,19Z-docosahexaenoyl)-glycero-3-phosphocholine